methyl-2-(1-methyl-1H-pyrazol-4-yl)-4,5,6,7-tetrahydrobenzofuran-4-amine CC1=C(OC2=C1C(CCC2)N)C=2C=NN(C2)C